(3S)-1-[2-[[(E)-3-[4-(trifluoromethyl)phenyl]prop-2-enoyl]amino]acetyl]pyrrolidine-3-carboxylic acid FC(C1=CC=C(C=C1)/C=C/C(=O)NCC(=O)N1C[C@H](CC1)C(=O)O)(F)F